C1C=2C3=C(C(NC2CCN1)=O)C=CC=C3 1H,2H,3H,4H,5H,6H-benzo[c]1,6-naphthyridin-6-one